N-{3-[2-(2-carbamoyl-2-methylideneethyl)-1-oxo-2,3-dihydro-1H-isoindol-4-yl]phenyl}piperidine-4-carboxamide C(N)(=O)C(CN1C(C2=CC=CC(=C2C1)C=1C=C(C=CC1)NC(=O)C1CCNCC1)=O)=C